N1=CNC2=NC=CC(=C21)C=2C=NN(C2)C2=CC=C(C=N2)C(C(=O)N)=C 2-(6-(4-(3H-imidazo[4,5-b]pyridin-7-yl)-1H-pyrazol-1-yl)pyridin-3-yl)propenamide